C(C)(=O)N1C[C@@H](CC1)NC([C@H](CCC(=O)O)NC(=O)OC(C)(C)C)=O (S)-5-(((R)-1-acetylpyrrolidin-3-yl)amino)-4-((tert-butoxycarbonyl)-amino)-5-oxopentanoic acid